Tert-butyl 1-((2-(2,6-dioxopiperidin-3-yl)-1,3-dioxoisoindolin-4-yl)oxy)-2-oxo-6,9,12,15-tetraoxa-3-azaoctadecan-18-oate O=C1NC(CCC1N1C(C2=CC=CC(=C2C1=O)OCC(NCCOCCOCCOCCOCCC(=O)OC(C)(C)C)=O)=O)=O